Nα-acetyl-L-glycine C(C)(=O)NCC(=O)O